4-(1-methylpropyloxy)butylamine CC(CC)OCCCCN